N1(CCCC1)CCN 2-(1-pyrrolidinyl)-ethylamine